4-[7-(2-fluoro-5-methylphenyl)-1H,2H,3H-pyrido[3,4-b][1,4]oxazin-1-yl]-2-nitropyridine FC1=C(C=C(C=C1)C)C1=CC2=C(OCCN2C2=CC(=NC=C2)[N+](=O)[O-])C=N1